5-(4-(4-(4-((5-(2-chloro-4-phenoxybenzoyl)-7H-pyrrolo[2,3-d]pyrimidin-4-yl)amino)piperidin-1-yl)butyl)piperazin-1-yl)-2-(2,6-dioxopiperidin-3-yl)isoindoline-1,3-dione ClC1=C(C(=O)C2=CNC=3N=CN=C(C32)NC3CCN(CC3)CCCCN3CCN(CC3)C=3C=C2C(N(C(C2=CC3)=O)C3C(NC(CC3)=O)=O)=O)C=CC(=C1)OC1=CC=CC=C1